(quinolin-5-yl)-boronic acid N1=CC=CC2=C(C=CC=C12)B(O)O